C(C)N1[C@@H]([C@@H](CCC1)OC=1C=C2CN(C(C2=CC1)=O)N1C(CCCC1=O)=O)C (5-(((2r,3r)-1-ethyl-2-methylpiperidin-3-yl)oxy)-1-oxoisoindolin-2-yl)piperidine-2,6-dione